boron-sodium [Na].[B]